1-Bromo-3-(4-chloro-2-fluorophenyl)propan-2-one ethyl-2-(chloromethyl)-8-fluoro-6,7-dihydro-5H-cyclopenta[f][1,3]benzoxazole-6-carboxylate Ethyl-2-chloroethanimidate hydrochloride Cl.C(C)OC(CCl)=N.C(C)OC(=O)C1CC2=C(C3=C(N=C(O3)CCl)C=C2C1)F.BrCC(CC1=C(C=C(C=C1)Cl)F)=O